C\C(=C/CC)\C(CCCCC)=O (3E)-4-methyldec-3-en-5-one